(4R,5S)-7a-[4-(3-tert-butyl-2,2-difluoro-cyclopropyl)-3-chloro-phenyl]-4,5-dimethyl-octahydro-benzo[c]isoxazole C(C)(C)(C)C1C(C1C1=C(C=C(C=C1)C12NOCC1[C@@H]([C@H](CC2)C)C)Cl)(F)F